C(C1=CC=CC=C1)NC(C#N)CC(C(F)F)(C)C 2-(benzylamino)-5,5-difluoro-4,4-dimethylvaleronitrile